FC1=CC=C(C=C1)C(C)N 1-(4-fluorophenyl)ethanamine